adamantyltriisopropoxysilane C12(CC3CC(CC(C1)C3)C2)[Si](OC(C)C)(OC(C)C)OC(C)C